C(=O)(O)CN(C1(CN(CCN(C1)CC(=O)O)CC(=O)O)C)CC(=O)O 6-Bis(carboxymethyl)amino-6-methyl-1,4-diazacycloheptane-1,4-diacetic acid